1-(octan-3-yl)isoquinoline CCC(CCCCC)C1=NC=CC2=CC=CC=C12